BrC1=C(C=C(C=C1N1C2=CC=C(C=C2C=2C=C(C=CC12)C(C)(C)C)C(C)(C)C)C(C)(C)C)N1C2=CC=C3C(=C2C=2C=C4C(=CC12)C=CC=C4)C=CC=C3 7-(2-bromo-5-(tert-butyl)-3-(3,6-di-tert-butyl-9H-carbazol-9-yl)phenyl)-7H-dibenzo[b,g]carbazole